CC1=C(C(=O)N[C@H](C)C2=CC=CC3=CC=CC=C23)C=C(C=C1)NC[C@@]1(NCCC1)C 2-methyl-5-((((R)-2-methylpyrrolidin-2-yl)methyl)amino)-N-((R)-1-(naphthalen-1-yl)ethyl)benzamide